C1(CC1)C1=C(C=CC=C1)C=1C=C2[C@H](CC3(CNCC3)C2=CC1)O (3S)-5-(2-cyclopropylphenyl)-2,3-dihydrospiro[indene-1,3'-pyrrolidine]-3-ol